FC=1C=CC2=C(C=CO2)C1CNC1=NC=C(C=2N1C=C(N2)C#N)C=2C(=NC=CC2)C 5-(((5-fluorobenzofuran-4-yl)methyl)amino)-8-(2-methylpyridin-3-yl)imidazo[1,2-c]pyrimidine-2-carbonitrile